COC(=O)N1CCC(CC1)C=1N(C2=CC=CC(=C2C1C1=CC=C(C=C1)C(=O)OC)OCC1=CC=CC=C1)C1=CC=C(C=C1)F 4-[4-benzyloxy-1-(4-fluorophenyl)-3-(4-methoxycarbonylphenyl)indol-2-yl]Piperidine-1-carboxylic acid methyl ester